((S)-4-propenoyl-2-methylpiperazin-1-yl)-6-fluoro-7-(2-fluoro-6-hydroxyphenyl)-1-(2-isopropyl-5-methyl-1H-pyrrol-1-yl)pyrido[2,3-d]pyrimidin-2(1H)-one C(C=C)(=O)N1C[C@@H](N(CC1)C=1C2=C(N(C(N1)=O)N1C(=CC=C1C)C(C)C)N=C(C(=C2)F)C2=C(C=CC=C2O)F)C